BrC1=C(C=2N(C=C1)N=C(N2)N)F 7-bromo-8-fluoro-[1,2,4]triazolo[1,5-a]pyridin-2-amine